(R)-1-(5-methylpyridin-2-yl)ethyl 4-[7-(1-methyl-1H-pyrazol-4-yl)imidazo[1,2-b]pyridazin-3-yl]piperazine-1-carboxylate CN1N=CC(=C1)C1=CC=2N(N=C1)C(=CN2)N2CCN(CC2)C(=O)O[C@H](C)C2=NC=C(C=C2)C